OCCOC=1C=C2C=CC(=CC2=CC1)C1(C2=CC=CC=C2C=2C=CC=CC12)C1=CC2=CC=C(C=C2C=C1)OCCO 9,9-BIS[6-(2-HYDROXYETHOXY)-2-NAPHTHYL]FLUORENE